Butyl ((6-methyl-2-(((S)-5-oxopentan-2-yl)oxy) pyridin-3-yl)sulfonyl)-L-prolinate CC1=CC=C(C(=N1)O[C@@H](C)CCC=O)S(=O)(=O)N1[C@@H](CCC1)C(=O)OCCCC